Bis(2,4-dihydroxy-6-methylphenyl) sulfoxide OC1=C(C(=CC(=C1)O)C)S(=O)C1=C(C=C(C=C1C)O)O